3-methyl-2H-pyrido[3,4-d]pyridazine-1,4-dione CN1NC(C2=C(C1=O)C=NC=C2)=O